C(C=C)(=O)[Cu].[Ni].[Zn] zinc-nickel alloyl-copper